decane-9-ene-3,4,7,8-tetracarboxylic acid CCC(C(CCC(C(C=C)C(=O)O)C(=O)O)C(=O)O)C(=O)O